tert-butyl 11,11-difluoro-8-(hydroxymethyl)-3,4,8,9,10,11-hexahydro-1H-pyrido[4',3':3,4]pyrazolo[1,5-a]azepine-2(7H)-carboxylate FC1(C=2N(CC(CC1)CO)N=C1C2CN(CC1)C(=O)OC(C)(C)C)F